CNCC(=O)N1CCN(CC1)C1=NC=C(C=N1)C(F)(F)F 2-(methylamino)-1-[4-[5-(trifluoromethyl)pyrimidin-2-yl]piperazin-1-yl]ethanone